(10Ar)-6,6,9-trimethyl-3-(2-methylhexan-2-yl)-6a,7,10,10a-tetrahydrobenzo[c]chromen-1-ol CC1(OC=2C=C(C=C(C2[C@H]2C1CC=C(C2)C)O)C(C)(CCCC)C)C